3-(2-trifluoromethylphenyl)-5-methyl-N-(3-(trifluoromethyl)phenyl)isoxazole-4-carboxamide FC(C1=C(C=CC=C1)C1=NOC(=C1C(=O)NC1=CC(=CC=C1)C(F)(F)F)C)(F)F